N-methoxy-N,2-dimethyl-2-(5-(2-((4-(trifluoromethyl)phenyl)amino)phenyl)-1,3,4-oxadiazol-2-yl)propanamide CON(C(C(C)(C=1OC(=NN1)C1=C(C=CC=C1)NC1=CC=C(C=C1)C(F)(F)F)C)=O)C